3-Phenylpropylammonium C1(=CC=CC=C1)CCC[NH3+]